di(octadecyl)tolylammonium [tetrakis(pentafluorophenyl)borate] FC1=C(C(=C(C(=C1[B-](C1=C(C(=C(C(=C1F)F)F)F)F)(C1=C(C(=C(C(=C1F)F)F)F)F)C1=C(C(=C(C(=C1F)F)F)F)F)F)F)F)F.C(CCCCCCCCCCCCCCCCC)[NH+](C1=C(C=CC=C1)C)CCCCCCCCCCCCCCCCCC